ClC=1C=C(C=CC1)C(C#N)(C)C 2-(3-chlorophenyl)-2-methyl-propionitrile